C1(CCCCC1)OC1=CC=C(C=N1)S(=O)(=O)N1[C@H]([C@@H]2CC[C@H](C1)N2C(=O)OCCOC)C(=O)O (1s,2r,5r)-3-((6-(cyclohexyloxy)pyridin-3-yl)sulfonyl)-8-((2-methoxyethoxy)carbonyl)-3,8-diazabicyclo[3.2.1]octane-2-carboxylic acid